CN1N=C(N=C1)C1=NC(=NO1)N[C@@H]1C[C@H](CC1)NC1=CC=C(C=N1)N1N=CC=CC1=O 2-(6-(((1S,3S)-3-((5-(1-methyl-1H-1,2,4-triazol-3-yl)-1,2,4-oxadiazol-3-yl)amino)cyclopentyl)amino)pyridin-3-yl)pyridazin-3(2H)-one